C(CCCCCNC(CCC1=CC(=C(C(=C1)C(C)(C)C)O)C(C)(C)C)=O)NC(CCC1=CC(=C(C(=C1)C(C)(C)C)O)C(C)(C)C)=O N,N'-(hexane-1,6-diyl)bis[3-(3,5-di-tert-butyl-4-hydroxyphenyl)propionamide]